2-(5-((E)-((1s,2s,5s,6s)-2,6-difluoro-8-azabicyclo[3.2.1]oct-3-ylidene)methyl)pyrazin-2-yl)-5-(1H-imidazol-1-yl)phenol F[C@@H]\1[C@@H]2C[C@@H]([C@H](C/C1=C\C=1N=CC(=NC1)C1=C(C=C(C=C1)N1C=NC=C1)O)N2)F